3-formyl-5,8,8-trimethyl-6-oxo-5-phenyl-9,10-dihydro-7H-benzo[b][1,8]naphthyridine-4-carbonitrile C(=O)C1=C(C=2C(C3=C(NC2N=C1)CC(CC3=O)(C)C)(C3=CC=CC=C3)C)C#N